FC(C1=NC=C(C(=O)N[C@@H](C)C2=CC=C(C=C2)NC(OCC2=CC=C(C=C2)Cl)=O)C=C1)F 4-chlorobenzyl (S)-(4-(1-(6-(difluoromethyl)nicotinamido)ethyl)phenyl)carbamate